Cl.C(#N)C1=C(C=CC(=C1OC=1C=C2C(N(C=NC2=CC1)CCCNC)=O)F)C1(CCCC1)S(=O)(=O)N [2-cyano-4-fluoro-3-[3-[3-(methylamino)propyl]-4-oxo-quinazolin-6-yl]oxy-phenyl]cyclopentanesulfonamide hydrochloride